COC1=NC(NC=C1)=O 4-methoxy-2-oxopyrimidine